tert-butyl (3R,4R)-4-[(1-benzyloxycarbonylazetidin-3-yl)methoxy]-3-fluoro-piperidine-1-carboxylate C(C1=CC=CC=C1)OC(=O)N1CC(C1)CO[C@H]1[C@@H](CN(CC1)C(=O)OC(C)(C)C)F